O1C2=C(OCC1)C=C(C=C2)C(CCN(C)C)=O 1-(2,3-dihydrobenzo[b][1,4]dioxin-6-yl)-3-(dimethylamino)propan-1-one